propylthiouracil N1C(=S)NC(=O)C=C1CCC